CN(C(=O)[C@@H]1CCC=2C1=NNC(C2C(F)(F)F)=O)CC(N2CCN(CC2)C2=NC=C(C=N2)C(F)(F)F)=O |r| rac-N-Methyl-3-oxo-N-(2-oxo-2-(4-(5-(trifluoromethyl)pyrimidin-2-yl)piperazin-1-yl)ethyl)-4-(trifluoromethyl)-3,5,6,7-tetrahydro-2H-cyclopenta[c]pyridazine-7-carboxamide